(3S,4S)-1-Cyclobutyl-4-{[5-(2,4-difluoro-phenyl)-isoxazole-3-carbonyl]-amino}-piperidine-3-carboxylic acid [1-(3-fluoro-pyridin-2-yl)-ethyl]-amide FC=1C(=NC=CC1)C(C)NC(=O)[C@H]1CN(CC[C@@H]1NC(=O)C1=NOC(=C1)C1=C(C=C(C=C1)F)F)C1CCC1